CC(CCC(=O)[O-])C(C)C 4,5-dimethylhexanoate